FC1=CC=C(C=C1)NC(=O)C1(CC1)C(=O)NC1=CC=C(C=C1)OC1=CC=NC2=CC(=CC=C12)C=1C=NNC1 1-N'-(4-fluorophenyl)-1-N-[4-[7-(1H-pyrazol-4-yl)quinolin-4-yl]Oxyphenyl]Cyclopropane-1,1-dicarboxamide